N-[[4-[5-amino-4-cyano-1-(2-hydroxyethyl)pyrazol-3-yl]phenyl]methyl]-2-methoxy-benzamide NC1=C(C(=NN1CCO)C1=CC=C(C=C1)CNC(C1=C(C=CC=C1)OC)=O)C#N